3-(4-fluoro-1-oxo-7-(trifluoromethyl)isoindolin-2-yl)piperidine-2,6-dione FC1=C2CN(C(C2=C(C=C1)C(F)(F)F)=O)C1C(NC(CC1)=O)=O